4-(2-methyl-6,7-dihydropyrazolo[1,5-a]pyrimidin-4(5H)-yl)-4-oxo-N-(6-phenylpyridazin-3-yl)butanamide CC1=NN2C(N(CCC2)C(CCC(=O)NC=2N=NC(=CC2)C2=CC=CC=C2)=O)=C1